FC=1C(=NC=CC1B(O)O)C(F)(F)F 3-FLUORO-2-(TRIFLUOROMETHYL)PYRIDINE-4-BORONIC ACID